1,3-dihydroisoindole-2-carboxylic acid [3-(2,2-dimethylpropionylamino)-5-(trifluoromethyl) pyridin-2-yl]Methyl ester CC(C(=O)NC=1C(=NC=C(C1)C(F)(F)F)COC(=O)N1CC2=CC=CC=C2C1)(C)C